ClC1=CC=C(NC2=C(C(=NC(=N2)NCC(C)(C)O)N2CCC(CC2)(C(=O)N)OCC)[N+](=O)[O-])C=C1 1-[6-(4-chloroanilino)-2-[(2-hydroxy-2-methyl-propyl)amino]-5-nitro-pyrimidin-4-yl]-4-ethoxy-piperidine-4-carboxamide